N1CC(C1)S(=O)(=O)C1=CC=C(OCC2CC(N(C2)C2CCC=3C=CC(=CC3C2)C#N)C)C=C1 7-[4-{[4-(azetidine-3-sulfonyl)phenoxy]methyl}-2-methylpyrrolidin-1-yl]-5,6,7,8-tetrahydronaphthalene-2-carbonitrile